ClC1=C(C=CC(=C1)[N+](=O)[O-])CC#N 2-(2-chloro-4-nitro-phenyl)acetonitrile